5-chloro-N2-(pyrimidin-2-yl)-2',3',4',5'-tetrahydro-[1,1'-biphenyl]-2,3-diamine ClC=1C=C(C(=C(C1)C=1CCCCC1)NC1=NC=CC=N1)N